CS(=O)(=O)NC1=CC=C(C(=O)NC2CCC3=CC(=CC=C23)C(F)(F)F)C=C1 4-(methylsulfonylamino)-N-[5-(trifluoromethyl)indan-1-yl]benzamide